(3,5-di-tert-butyl-4-hydroxyphenyl)butyl-pentaerythritol propionate C(CC)(=O)O.C(C)(C)(C)C=1C=C(C=C(C1O)C(C)(C)C)CCCCC(O)C(CO)(CO)CO